N-(2-chloro-6-methylphenyl)-2-[[6-[4-(2-hydroxyethyl)piperazine-1-yl]-2-methylpyrimidine-4-yl]amino]-1,3-thiazole-5-carboxamide ClC1=C(C(=CC=C1)C)NC(=O)C1=CN=C(S1)NC1=NC(=NC(=C1)N1CCN(CC1)CCO)C